FC(C(=O)O)(F)F.CO[C@H]1CNCC2N1CC1=C(C=C3C=C(C=NC3=C1)C)OCC2 (S)-l-1-methoxy-10-methyl-2,3,4,4a,5,6-hexahydro-1H,14H-pyrazino[1',2':5,6][1,5]oxazocino[2,3-g]quinoline 2,2,2-trifluoroacetate